N-phenyloxazolidine-2,4-dione C1(=CC=CC=C1)N1C(OCC1=O)=O